5,8-dibromoquinoxaline BrC1=C2N=CC=NC2=C(C=C1)Br